(R or S)-N-[2-(3,5-dimethyl-2-oxo-1,2-dihydropyridin-1-yl)-3-{[(CIS)-4-(3-fluorophenyl)cyclohexyl]oxy}propyl]methane-sulfonamide CC=1C(N(C=C(C1)C)[C@H](CNS(=O)(=O)C)CO[C@@H]1CC[C@@H](CC1)C1=CC(=CC=C1)F)=O |o1:8|